5-(5-(difluoromethyl)-1-methyl-1H-pyrazol-3-yl)-3-(1-(2-vinylphenyl)cyclopropyl)-1,2,4-oxadiazole FC(C1=CC(=NN1C)C1=NC(=NO1)C1(CC1)C1=C(C=CC=C1)C=C)F